2-(3-(2-(5-bromoindolin-1-yl)-2-oxoacetamido)phenyl)-6-hydroxy-3-iodo-1-methyl-1H-indole-5-carboxylic acid BrC=1C=C2CCN(C2=CC1)C(C(=O)NC=1C=C(C=CC1)C=1N(C2=CC(=C(C=C2C1I)C(=O)O)O)C)=O